(R)-1-phenyl-3-(p-bromophenyl)propan-1-ol C1(=CC=CC=C1)[C@@H](CCC1=CC=C(C=C1)Br)O